4-[5-(ethylsulfonyl)-2-(4-methylpiperazin-1-yl)phenyl]-6-methyl-1,6-dihydro-7H-pyrrolo[2,3-c]pyridin-7-one C(C)S(=O)(=O)C=1C=CC(=C(C1)C=1C2=C(C(N(C1)C)=O)NC=C2)N2CCN(CC2)C